nitrogen (2-cyano-2-(4-(trifluoromethyl)phenyl)ethyl)-nitrogen C(#N)C(C[N])C1=CC=C(C=C1)C(F)(F)F.[N]